1-(2-(3-methylbenzyl-(propargyl)amino)ethyl)-2-methyl-3-hydroxypyridin CC=1C=C(CN(CCN2C(C(=CC=C2)O)C)CC#C)C=CC1